C(C(=C)C)(=O)N1CCC(CC1)C1C=2N(NCC1)C(=C(N2)C2=CC=C(C=C2)OC2=CC=CC=C2)C(=O)N 8-(1-Methacryloylpiperidin-4-yl)-2-(4-phenoxyphenyl)-5,6,7,8-tetrahydroimidazo[1,2-b]pyridazine-3-carboxamide